C(C)OC=1C=C(C=O)C=CC1 3-Ethoxybenzaldehyd